1-oxo-6-(tetrahydrofuran-2-yl)-1H-isoquinoline-2,3-dicarboxylic acid 2-tert-butyl ester 3-methyl ester COC(=O)C=1N(C(C2=CC=C(C=C2C1)C1OCCC1)=O)C(=O)OC(C)(C)C